N-[2-hydroxy-3-(1-piperidinyl)-propoxy]-pyridine-1-oxide OC(CO[N+]1(CC=CC=C1)[O-])CN1CCCCC1